5-Methyl-1-(1-((4'-(methylsulfonyl)-[1,1'-biphenyl]-4-yl)methyl)-3-(1,2,3,6-tetrahydropyridin-4-yl)-1H-indol-5-yl)-1H-pyrazol-3-carboxamid CC1=CC(=NN1C=1C=C2C(=CN(C2=CC1)CC1=CC=C(C=C1)C1=CC=C(C=C1)S(=O)(=O)C)C=1CCNCC1)C(=O)N